NC1=CN=CN1C1=CC=CC=C1 5-amino-1-phenylimidazole